4-(4-((1R,5S)-3,8-diazabicyclo[3.2.1]octan-3-yl)-8-fluoro-2-(((2R,7aS)-2-fluorohexahydro-1H-pyrrolizin-7a-yl)methoxy)pyrido[4,3-d]pyrimidin-7-yl)-5,6-difluoronaphthalen-2-ol [C@H]12CN(C[C@H](CC1)N2)C=2C1=C(N=C(N2)OC[C@]23CCCN3C[C@@H](C2)F)C(=C(N=C1)C1=CC(=CC2=CC=C(C(=C12)F)F)O)F